Ethyl (5-(4-oxo-3,4-dihydrophthalazin-1-yl)-1H-benzo[d]imidazol-2-yl)carbamate O=C1NN=C(C2=CC=CC=C12)C1=CC2=C(NC(=N2)NC(OCC)=O)C=C1